N1C(=CCCC1)C=1SC2=C(N1)C=CC=C2 (1,4,5,6-tetrahydropyridin-2-yl)benzo[d]thiazole